N1=C(C=CC=C1)NC=1SC=C(N1)C1=CC=C(C=C1)C1=CSC=C1 N-(Pyridin-2-yl)-4-(4-(thiophen-3-yl)phenyl)thiazol-2-amin